FC1=CC=C(C=C1)[C@H](C)NC1=NC(=CC(=N1)NC1=NC=CN=C1)N1CC(C1)N1CCCC1 (S)-N2-[1-(4-fluorophenyl)ethyl]-N4-(pyrazin-2-yl)-6-[3-(pyrrolidin-1-yl)azetidin-1-yl]pyrimidine-2,4-diamine